C(#N)C(C(=O)NC=1C(=NC=CC1C)C(C)C)C(=O)C=1C(=NC(=C(C1)F)Cl)Cl 2-cyano-3-(2,6-dichloro-5-fluoropyridin-3-yl)-N-(2-isopropyl-4-methylpyridin-3-yl)-3-oxopropanamide